CN1CN(C2=NCNC2=C1)C 1,3-dimethyl-3,7-dihydro-1H-purine